N-Cbz-D-alanine C(=O)(OCC1=CC=CC=C1)N[C@H](C)C(=O)O